C[C@@H]1CN(C[C@@H](N1)C)C=1N=NC(=CN1)C1=C(C=C(C=C1)C=1C=CC=2C(N1)=NN(N2)C)O |r| 2-{3-[rac-(3r,5s)-3,5-dimethylpiperazin-1-yl]-1,2,4-triazin-6-yl}-5-(2-methyl-2H-[1,2,3]triazolo[4,5-b]pyridin-5-yl)phenol